5-chloro-8-((1-cyclopropyl-4-fluoro-1H-indazol-6-yl)sulfonyl)-3-hydroxyquinazoline-2,4(1H,3H)-dione ClC1=C2C(N(C(NC2=C(C=C1)S(=O)(=O)C1=CC(=C2C=NN(C2=C1)C1CC1)F)=O)O)=O